1-(3-Fluoropyridin-2-yl)propan-1-ol FC=1C(=NC=CC1)C(CC)O